FC1=C2C=C(NC2=CC=C1OC1=CC=NC2=CC(=C(C=C12)OC)OCC1CC(C1)N)C 3-((4-(4-fluoro-2-methyl-1H-indol-5-yloxy)-6-methoxyquinolin-7-yloxy)methyl)cyclobutylamine